2-((4,4-difluorocyclohexyl)amino)-6-(3-methyl-1H-pyrazol-1-yl)pyrimidine-4-carboxylic acid FC1(CCC(CC1)NC1=NC(=CC(=N1)C(=O)O)N1N=C(C=C1)C)F